N,N,N-tripropyladamantylammonium hydroxide [OH-].C(CC)[N+](CCC)(CCC)C12CC3CC(CC(C1)C3)C2